(S)-1-(tert-butyl)-4-(1-isocyanatoethyl)benzene C(C)(C)(C)C1=CC=C(C=C1)[C@H](C)N=C=O